C(C)OC(\C=C\C(F)(F)C1=CC=C(C=C1)Br)=O (E)-4-(4-bromo-phenyl)-4,4-difluoro-but-2-enoic acid ethyl ester